N-(1-(4-cyanophenyl)cyclopropyl)-1-(4-fluorophenylmethyl)-6-isopropyl-2-oxo-1,2-dihydro-1,8-naphthyridine-3-carboxamide C(#N)C1=CC=C(C=C1)C1(CC1)NC(=O)C=1C(N(C2=NC=C(C=C2C1)C(C)C)CC1=CC=C(C=C1)F)=O